2-chloro-4-amino-5-methyl-pyridine ClC1=NC=C(C(=C1)N)C